FC1=CNC2=C1C(=NC=C2F)C2CCN(CC2)C(=O)NC21CCC(CC2)(CC1)[C@@H](CC(=O)O)C (R)-3-{4-[4-(3,7-difluoro-1H-pyrrolo[3,2-c]pyridin-4-yl)piperidine-1-carboxamido]bicyclo[2.2.2]octane-1-yl}butyric acid